C(C)(C)(C)OC(=O)N1C(C2=C(C=CC(=C2C(C1)C)F)OCC1=CC=CC=C1)=O 8-(benzyloxy)-5-fluoro-4-methyl-1-oxo-3,4-dihydroisoquinoline-2(1H)-carboxylic acid tert-butyl ester